ClC1=C(C=C(C=C1)C=1C=C2C=CC(=NC2=CC1)N1CCC(CC1)C(=O)OCC)F Ethyl 1-(6-(4-chloro 3-fluorophenyl)quinolin-2-yl)piperidine-4-carboxylate